C(C)(=O)[O-].[Cu+2].C(C)(=O)[O-] copper (E)-acetate